FC1=C2C=NN(C2=C(C(=C1)O)F)COCC[Si](C)(C)C 4,7-difluoro-1-((2-(trimethylsilyl)ethoxy)methyl)-1H-indazol-6-ol